3-((R)-2-((tert-Butoxycarbonyl)amino)-3-(3-chloro-4-methoxyphenyl)-propionamido)-2,2-dimethylbutanoic acid C(C)(C)(C)OC(=O)N[C@@H](C(=O)NC(C(C(=O)O)(C)C)C)CC1=CC(=C(C=C1)OC)Cl